CN(CCC(C)N1N=C2C=C(C=CC2=C1C1CCNCC1)C1=C(C=CC=C1)C(F)(F)F)C N,N-dimethyl-3-(3-(piperidin-4-yl)-6-(2-(trifluoromethyl)phenyl)-2H-indazol-2-yl)butan-1-amine